C(CCOCCCOCCCO)O 4,8-Dioxa-1,11-undecandiol